C(=O)(O)C(CC1=CC=C(C=C1)OCCOCCOCC)N1CCN(CCN(CCN(CC1)C(C(=O)[O-])CCO)C(CCO)C(=O)[O-])C(C(=O)[O-])CCO 2,2'-{4-[1-carboxy-2-{4-[2-(2-ethoxyethoxy)ethoxy]phenyl}ethyl]-10-[1-carboxylato-3-hydroxypropyl]-1,4,7,10-tetraazacyclododecan-1,7-diyl}bis(4-hydroxybutanoat)